C(C)(=O)N/C=C/C1=C(SC=2N=NC(=C(C21)C)C)C(=O)OCC Ethyl (E)-5-(2-acetylaminovinyl)-3,4-dimethylthieno[2,3-c]Pyridazine-6-carboxylate